(diphenylamino)anthracene-1,2-dione C1(=CC=CC=C1)N(C1=CC=CC=C1)C=1C(C(C2=CC3=CC=CC=C3C=C2C1)=O)=O